potassium 2-(2-benzoylphenyl)acetate C(C1=CC=CC=C1)(=O)C1=C(C=CC=C1)CC(=O)[O-].[K+]